2-(2,3-dichlorophenyl)pyridin-3-amine ClC1=C(C=CC=C1Cl)C1=NC=CC=C1N